COC(C\C=C\C1=CC=CC=C1)=O (E)-4-phenylbut-3-enoic acid methyl ester